5-(3-ethoxy-4-pyridinyl)-1-isopropyl-3-methyl-N-(2-pyridylmethyl)pyrazolo[4,3-b]pyridin-7-amine C(C)OC=1C=NC=CC1C1=CC(=C2C(=N1)C(=NN2C(C)C)C)NCC2=NC=CC=C2